COC(CN1[C@@H](CCN2C1=NC(=CC2=O)N2[C@@H](COCC2)C)C(F)(F)F)C(C)C (S)-9-(2-Methoxy-3-methylbutyl)-2-((R)-3-methylmorpholin-4-yl)-8-trifluoromethyl-6,7,8,9-tetrahydro-pyrimido[1,2-a]-pyrimidin-4-one